2-hydroxy-5-[1-hydroxy-2-[(1-methyl-3-phenylpropyl)amino]ethyl]benzamide hydrochloride Cl.OC1=C(C(=O)N)C=C(C=C1)C(CNC(CCC1=CC=CC=C1)C)O